2-(3-(2-(2,6-dioxopiperidin-3-yl)-1,3-dioxoisoindolin-5-yl)-3-azaspiro[5.5]undec-9-yl)-2-methyl-propanal O=C1NC(CCC1N1C(C2=CC=C(C=C2C1=O)N1CCC2(CC1)CCC(CC2)C(C=O)(C)C)=O)=O